COC1=CC=C(C=C1)CN(C=1N=C(C2=CC=CC=C2C1)C1=CC(CCC1)=O)CC1=CC=C(C=C1)OC 3-[3-[bis[(4-methoxyphenyl)methyl]amino]-1-isoquinolinyl]cyclohex-2-en-1-one